CC([C@@H](C(=O)N1[C@@H](C[C@H](C1)O)C(=O)NC)N1N=NC(=C1)C=1C=C2C=CC=NC2=CC1)(C)C (2S,4R)-1-[(2S)-3,3-dimethyl-2-[4-(6-quinolyl)triazol-1-yl]butanoyl]-4-hydroxy-N-methyl-pyrrolidine-2-carboxamide